1-(2-methylbenzyl)-2-((tert-butoxycarbonylpiperazin-1-yl)methyl)-1H-benzimidazole CC1=C(CN2C(=NC3=C2C=CC=C3)CN3C(CNCC3)C(=O)OC(C)(C)C)C=CC=C1